(5-(5-(difluoromethyl)-1,3,4-oxadiazol-2-yl)thiazol-2-yl)-5-phenylpyrrolidin-2-one FC(C1=NN=C(O1)C1=CN=C(S1)N1C(CCC1C1=CC=CC=C1)=O)F